N-(5-(2-hydroxy-4-oxo-3-propyl-3,4-dihydro-quinazolin-6-yl)pyridin-2-yl)pentanamide 2,2-Dimethylpropionate CC(C(=O)O)(C)C.OC1=NC2=CC=C(C=C2C(N1CCC)=O)C=1C=CC(=NC1)NC(CCCC)=O